ClC1=C(C=CC=C1)C1SC=CN1[C@H](C(=O)N[C@H](C(C=1SC=CN1)O)CCC1=CC=C(C=C1)F)CCC(C)O 2-(2-chlorophenyl)-N-((2S)-1-(((2S)-4-(4-fluorophenyl)-1-hydroxy-1-(thiazol-2-yl)butan-2-yl)amino)-5-hydroxy-1-oxohexan-2-yl)thiazole